CC(CC(=O)OC[C@]1(O[C@H]([C@@H]([C@@H]1O)O)C1=CC=C2C(=NC=NN21)N)C#N)(CC)C ((2R,3S,4R,5S)-5-(4-aminopyrrolo[2,1-f][1,2,4]triazin-7-yl)-2-cyano-3,4-dihydroxytetrahydrofuran-2-yl)methyl 3,3-dimethylpentanoate